9-(2-phosphonylmethoxyethyl)-2,6-diaminopurine C1=NC2=C(N=C(N=C2N1CCOCP(=O)(O)O)N)N